5-formyl-4-methyl-3-methoxycarbonylethyl-2-pyrrolecarboxylic acid tert-butyl ester C(C)(C)(C)OC(=O)C=1NC(=C(C1CCC(=O)OC)C)C=O